5-chloro-4-methoxy-N1-methylbenzene-1,2-diamine ClC1=C(C=C(C(=C1)NC)N)OC